8-(5-Nitro-1H-benzo[d]imidazol-2-yl)-1,4-dioxa-8-azaspiro[4.5]decane [N+](=O)([O-])C1=CC2=C(NC(=N2)N2CCC3(OCCO3)CC2)C=C1